[C@@H]12[C@H](CC[C@@H](CC1)N2)N2CCC1=C2N=NC(=C1)C1=C(C=C(C=C1C)C(F)(F)F)O |o1:0,1,4| 2-{7-[(1S*,2S*,5R*)-8-azabicyclo[3.2.1]octan-2-yl]-6,7-dihydro-5H-pyrrolo[2,3-c]pyridazin-3-yl}-3-methyl-5-(trifluoromethyl)phenol